C(#N)C=1C=2N(C=C(C1)N(C)C(C1=CC(=C(C=C1)F)OC)=O)C(=CN2)C=2C=CC(=NC2)NC(OC)=O methyl N-[5-[8-cyano-6-[(4-fluoro-3-methoxy-benzoyl)-methyl-amino]imidazo[1,2-a]pyridin-3-yl]-2-pyridyl]carbamate